5-bromo-2-[(1R,5S)-3-azabicyclo[3.1.0]hexan-6-yl]-1,3-benzothiazole BrC=1C=CC2=C(N=C(S2)C2[C@H]3CNC[C@@H]23)C1